4-hydroxy-6-(1H-pyrazol-1-yl)-N-((4-(trifluoromethyl)cyclohexyl)methyl)pyridazine-3-carboxamide OC1=C(N=NC(=C1)N1N=CC=C1)C(=O)NCC1CCC(CC1)C(F)(F)F